C1(=CC=CC2=CC=CC=C12)C=O naphthalenyl-methanone